(tetrahydro-2H-pyran-2-yl)oxycyclopentan-1-amine O1C(CCCC1)OC1(CCCC1)N